BrC1=CC=CC(=N1)CCO 2-(6-bromo-2-pyridinyl)ethanol